(Z)-5-((1H-pyrrolo[3,2-b]pyridin-3-yl)methylene)-3-methyloxazolidine-2,4-dione N1C=C(C2=NC=CC=C21)\C=C/2\C(N(C(O2)=O)C)=O